Thiophosphoramid P(=S)(N)(N)N